(4-ethyl)-1,3-dioxolane C(C)C1OCOC1